N(=[N+]=[N-])CCOCCOCCC1=C(C(=O)N)C=CC=C1 2-(2-(2-(2-azidoethoxy)ethoxy)ethyl)benzamide